Octahydro-N-propylcarbazol C(CC)N1C2=CCCCC2C2CCCCC12